(1R,2R,4aS,8aS)-1-(5-hydroxy-3-methyl-pent-3-enyl)-2,5,5,8a-tetramethyl-decalin-2-ol OCC=C(CC[C@H]1[C@@](CC[C@H]2C(CCC[C@]12C)(C)C)(O)C)C